2-chloro-N-(5-chloro-6-(2H-1,2,3-triazol-2-yl)pyridin-3-yl)-8-methoxy-9,9-dimethyl-8,9-dihydropyrazolo[1,5-a]pyrido[2,3-e]pyrimidine-6(7H)-carboxamide ClC1=NN2C(N=CC3=C2C(C(CN3C(=O)NC=3C=NC(=C(C3)Cl)N3N=CC=N3)OC)(C)C)=C1